CC=1C=C(C=NC1C)NC(C(=O)N1[C@H](CC[C@@H](C1)C)C=1C=CC2=C(N=C(S2)C2CN(C2)C)C1)=O N-(5,6-dimethylpyridin-3-yl)-2-((2R,5S)-5-methyl-2-(2-(1-methylazetidin-3-yl)benzo[d]thiazol-5-yl)piperidin-1-yl)-2-oxoacetamide